N1(CCOCC1)CC=1C=CC(=C(C=O)C1)OC(F)(F)F 5-(morpholinylmethyl)-2-(trifluoromethoxy)benzaldehyde